CN1C(N(CC1)C)C 1,2,3-trimethylimidazoline